C(CCCCCCC)SCCO 2-(octyl-thio)-ethanol